chromaacetic acid [Cr](C)(=O)O